3-(((6-((3-(5-(((1-acetylpiperidin-4-yl)amino)methyl)-3'-chloro-6-methoxy-[2,4'-bipyridin]-2'-yl)-2-chlorophenyl)carbamoyl)-4-methoxypyridin-3-yl)methyl)amino)propanoic acid C(C)(=O)N1CCC(CC1)NCC=1C=CC(=NC1OC)C1=C(C(=NC=C1)C=1C(=C(C=CC1)NC(=O)C1=CC(=C(C=N1)CNCCC(=O)O)OC)Cl)Cl